ruthenium tris-tetrabutylammonium salt C(CCC)[N+](CCCC)(CCCC)CCCC.C(CCC)[N+](CCCC)(CCCC)CCCC.C(CCC)[N+](CCCC)(CCCC)CCCC.[Ru+3]